bis(2,4,4-trimethylpentyl)dithiophosphoric acid CC(CC(C)(C)C)COP(=S)(OCC(C)CC(C)(C)C)S